4-[[(2R,3R,4R,5S)-3-(3,4-Difluoro-2-methoxy-phenyl)-4,5-dimethyl-5-(trifluoromethyl)tetrahydrofuran-2-carbonyl]amino]-5-fluoro-pyridin-2-carboxamid FC=1C(=C(C=CC1F)[C@@H]1[C@@H](O[C@@]([C@@H]1C)(C(F)(F)F)C)C(=O)NC1=CC(=NC=C1F)C(=O)N)OC